C(C)OC(C(C=CC1=CC=C(C=C1)Cl)(F)F)=O ethyl-4-(4-chlorophenyl)-2,2-difluorobut-3-enoate